C/C(=C\\C=C\\C(=C\\1/C(=O)C[C@@H]2[C@@]1(CC[C@@H]3[C@@]2(CC[C@H]([C@]3(C)C(=O)O)O)C)C)\\C)/C=C/C(C(C)(C)O)OC The molecule is a tricyclic triterpenoid of the isomalabaricane group. It has a role as an antineoplastic agent and a metabolite. It is a tricyclic triterpenoid, an enone, an ether, an oxo monocarboxylic acid and a diol. It is a conjugate acid of a globostellatate D(1-).